(3R,5S,E)-7-(2,6-dicyclobutyl-4-(4-fluorophenyl)-5-(methoxymethyl)pyridin-3-yl)-3,5-dihydroxyhept-6-enoic acid sodium salt [Na+].C1(CCC1)C1=NC(=C(C(=C1/C=C/[C@H](C[C@H](CC(=O)[O-])O)O)C1=CC=C(C=C1)F)COC)C1CCC1